tert-Butyl 4-{3-[1-(4-amino-3-methyl-1H-pyrazolo[3,4-d]pyrimidin-1-yl)ethyl]-5-chloro-2-methoxy-6-methylphenyl}piperidine-1-carboxylate NC1=C2C(=NC=N1)N(N=C2C)C(C)C=2C(=C(C(=C(C2)Cl)C)C2CCN(CC2)C(=O)OC(C)(C)C)OC